C(C)(C)(C)OC(=O)C1CCN(CC1)CCOCCN1N=NC2=C1C=CC(=C2C)C(CC(=O)OCC)C2=CC=C1CCN(CC1=C2)C(=O)OC(C)(C)C tert-butyl 7-(1-(1-(2-(2-(4-(tert-butoxycarbonyl)piperidin-1-yl)ethoxy)ethyl)-4-methyl-1H-benzo[d][1,2,3]triazol-5-yl)-3-ethoxy-3-oxopropyl)-3,4-dihydroisoquinoline-2(1H)-carboxylate